2-methyl-2-(4-methylphenoxy)propanoyl chloride CC(C(=O)Cl)(C)OC1=CC=C(C=C1)C